3-(methylsulfonyl)propoxyaniline CS(=O)(=O)CCCONC1=CC=CC=C1